methyl 5-bromo-1-(tetrahydro-2H-pyran-4-yl)-1H-indazole-3-carboxylate BrC=1C=C2C(=NN(C2=CC1)C1CCOCC1)C(=O)OC